C1(=CC=CC=C1)P(C1=NC=CC(=C1)C(F)(F)F)(C1=CC=CC=C1)=O diphenyl-(4-(trifluoromethyl)pyridin-2-yl)phosphine oxide